3-{[3-bromo-5-(hydroxymethyl)pyrazol-1-yl]methyl}-4-fluorobenzene-1-carbonitrile BrC1=NN(C(=C1)CO)CC=1C=C(C=CC1F)C#N